N1=NC=C(C=C1)N1CCN(CC1)C=1SC(=CN1)C(=O)N 2-(4-pyridazin-4-ylpiperazin-1-yl)thiazole-5-carboxamide